4-(3-chlorophenyl)piperidine ClC=1C=C(C=CC1)C1CCNCC1